C1CCC2=C(C=CC=C12)C1=C(C=C2C(=N1)C(=NN2)C=2C=NN(C2)CCN2CCOCC2)OC (2-(4-(5-(2,3-dihydro-1H-inden-4-yl)-6-methoxy-1H-pyrazolo[4,3-b]pyridin-3-yl)-1H-pyrazol-1-yl)ethyl)morpholine